C(C)(C)(C)OC(=O)N1C[C@@H](N(C[C@H]1CC)C=1C=2N(N(C(C1)=O)C([2H])([2H])[2H])C=C(N2)C(=O)OC([2H])([2H])[2H])CC methyl-d3 8-((2S,5R)-4-(tert-butoxycarbonyl)-2,5-diethylpiperazin-1-yl)-5-(methyl-d3)-6-oxo-5,6-dihydroimidazo[1,2-b]pyridazine-2-carboxylate